NC1=CC=C(C(=O)N(CC(=O)OC(C)(C)C)CCOP(=O)(O)O)C=C1 tert-Butyl N-(4-aminobenzoyl)-N-(2-(phosphonooxy)ethyl)glycinate